COC=1C=C(C=CC1OC)C(C1=C(C(=CC=2C3=CC(=C(C=C3CC12)C)C)C)C)(C1C=CC=C1)C1=CC(=C(C=C1)OC)OC bis(3,4-dimethoxyphenyl)(cyclopentadienyl)(2,3,6,7-tetramethylfluorenyl)methane